FC1CCN(CC1)[C@@H]1[C@H](CCC1)OC=1C=C2CN(C(C2=CC1)=O)C1C(NC(CC1)=O)=O 3-(5-(((1S,2S)-2-(4-fluoropiperidin-1-yl)cyclopentyl)oxy)-1-oxoisoindolin-2-yl)piperidine-2,6-dione